C1(CC1)N1N=CC(=C1)[C@H]1CN(CCO1)C1=NC2=NC(=C(N=C2C(=N1)C1CC2(C1)CC(C2)(F)F)C)C 2-((2S)-2-(1-cyclopropyl-1H-pyrazol-4-yl)-4-morpholinyl)-4-(6,6-difluorospiro[3.3]heptan-2-yl)-6,7-dimethylpteridine